tetradecaneAt C(CCCCCCCCCCCCC)(=O)[O-]